[Cl-].CO[Si](OC)(OC)CCC[N+](C)(C)C trimethoxysilylpropyl-N,N,N-trimethylammonium chloride